(2,6-dimethylpyridin-3-yl)methylamine CC1=NC(=CC=C1CN)C